BrC=1C=C(C=CC1)N(C(OC(C(F)(F)F)(C)C)=O)CC12CCC(CC1)(CC2)C2=NN(C(=C2)C(C)(F)F)C 1,1,1-trifluoro-2-methylpropan-2-yl (3-bromophenyl)((4-(5-(1,1-difluoroethyl)-1-methyl-1H-pyrazol-3-yl)bicyclo[2.2.2]octan-1-yl) methyl)carbamate